1-(3-acetyl-4-amino-2,6-difluorophenyl)-N,N-dimethylpiperidine-3-carboxamide C(C)(=O)C=1C(=C(C(=CC1N)F)N1CC(CCC1)C(=O)N(C)C)F